ClC=1C=NC(=NC1)N1CCC(CC1)CCCOC1=CC(=C(C=C1)CC(=O)N1CC(C1)CCNCC(CO)CO)F 2-(4-(3-(1-(5-chloropyrimidin-2-yl)piperidin-4-yl)propoxy)-2-fluorophenyl)-1-(3-(2-((3-hydroxy-2-(hydroxymethyl)propyl)amino)ethyl)azetidin-1-yl)ethan-1-one